1-Methyl-6-(1-methyl-4-(m-tolyl)-1H-imidazol-5-yl)-1H-benzo[d]imidazole CN1C=NC2=C1C=C(C=C2)C2=C(N=CN2C)C=2C=C(C=CC2)C